COC1=CC=C2C(N(C(C2=C1)=O)C1=CC=C(C=C1)OC)=C 6-methoxy-3-methylene-2-(4-methoxyphenyl)isoindolin-1-one